C(C)OCCCOCC 1,3-Diethoxypropane